C(C)[C@]1(C(OCC=2C(N3CC=4C(=NC=5C=C(C(=C6C5C4[C@@H](CC6)[C@@H](CO)NC(C)C)C)F)C3=CC21)=O)=O)O (1R,9S)-9-Ethyl-5-fluoro-9-hydroxy-1-((S)-2-hydroxy-1-(isopropylamino)ethyl)-4-methyl-1,2,3,9,12,15-hexahydro-10H,13H-benzo[de]pyrano[3',4':6,7]indolizino[1,2-b]quinoline-10,13-dione